(R)-2-amino-N-((3R,5S)-1-(8-(difluoromethyl)quinolin-5-yl)-5-methylpiperidin-3-yl)-3,3,3-trifluoropropionamide N[C@H](C(=O)N[C@H]1CN(C[C@H](C1)C)C1=C2C=CC=NC2=C(C=C1)C(F)F)C(F)(F)F